CCCCCC(C)NC(OC(C)(C)C)=O Tert-butyl heptan-6-ylcarbamate